ClC=1C=C2C=NN(C2=C(C1)N1CCOCC1)C1CN(C1)C(=O)OC(C)(C)C tert-butyl 3-[5-chloro-7-(morpholin-4-yl)indazol-1-yl]azetidine-1-carboxylate